NC1=NC=NC2=C1N=C(N=C2C)C=2C=C(C=CC2)C#C[C@@]2(C(N(CC2)C)=O)O (S)-3-((3-(8-Amino-4-methylpyrimido[5,4-d]pyrimidin-2-yl)phenyl)ethynyl)-3-hydroxy-1-methylpyrrolidin-2-on